C1N(CCC2=CC=CC(=C12)C(=O)OC)C(=O)OC(C)(C)C 2-(tert-butyl) 8-methyl 3,4-dihydroisoquinoline-2,8(1H)-dicarboxylate